4-(2-methoxyphenyl)-6-methyl-N-(5-{3-oxabicyclo[3.1.0]hexane-6-carbonyl}-4H,5H,6H-pyrrolo[3,4-d][1,3]thiazol-2-yl)pyridine-3-carboxamide COC1=C(C=CC=C1)C1=C(C=NC(=C1)C)C(=O)NC=1SC2=C(N1)CN(C2)C(=O)C2C1COCC21